C1(CCC1)C(C(=O)N)(C)C cyclobutyl-2-methylpropanamide